Cl.NC/C(/CN1N=CN(C1=O)CC1=CC=C(S1)C1=CC=C2CNC(C2=C1)=O)=C\F 6-[5-({1-[(2E)-2-(aminomethyl)-3-fluoroprop-2-en-1-yl]-5-oxo-1,5-dihydro-4H-1,2,4-triazol-4-yl}methyl)thiophen-2-yl]-2,3-dihydro-1H-isoindol-1-one hydrochloride